2-amino-N-methyl-N-(2-(8-((1-methyl-1H-pyrazol-4-yl)ethynyl)-1-oxo-2-phenyl-1,2-dihydroisoquinolin-3-yl)propan-2-yl)pyrazolo[1,5-a]pyrimidine-3-carboxamide NC1=NN2C(N=CC=C2)=C1C(=O)N(C(C)(C)C=1N(C(C2=C(C=CC=C2C1)C#CC=1C=NN(C1)C)=O)C1=CC=CC=C1)C